3-(3,5-Difluorophenyl)-8-methyl-7-(methylsulfonyl)imidazo[1,5-a]pyridine FC=1C=C(C=C(C1)F)C1=NC=C2N1C=CC(=C2C)S(=O)(=O)C